(5-chloro-6-fluoro-1H-indol-3-yl)isoindoline-2-carboxamide ClC=1C=C2C(=CNC2=CC1F)C1N(CC2=CC=CC=C12)C(=O)N